1-((3S,5R)-1-acryloyl-5-(difluoromethyl)pyrrolidin-3-yl)-3-((6-chloro-1-cyclopropyl-1H-benzo[d]imidazol-5-yl)ethynyl)-5-(methylamino)-1H-pyrazole-4-carboxamide C(C=C)(=O)N1C[C@H](C[C@@H]1C(F)F)N1N=C(C(=C1NC)C(=O)N)C#CC1=CC2=C(N(C=N2)C2CC2)C=C1Cl